ClC=1C=CC(=C(C1)C1=CC(=C(N=N1)SCCOC(C)C=1OC(C2=CC=CC=C2C1)=O)NC1=CC(=NC=C1)NC(CCN1CCN(CC1)C)=O)F N-(4-{[6-(5-chloro-2-fluorophenyl)-3-({2-[1-(1-oxo-1H-isochromen-3-yl)ethoxy]ethyl}sulfanyl)pyridazin-4-yl]amino}pyridin-2-yl)-3-(4-methylpiperazin-1-yl)propanamide